(4,7-dichloro-6-(4-((6-hydroxy-2-azaspiro[3.3]heptan-2-yl)methyl)phenyl)-2H-indazol-2-yl)-2-((R)-6-fluoro-6,7-dihydro-5H-pyrrolo[1,2-c]imidazol-1-yl)-N-(thiazol-2-yl)acetamide ClC=1C2=CN(N=C2C(=C(C1)C1=CC=C(C=C1)CN1CC2(C1)CC(C2)O)Cl)C(C(=O)NC=2SC=CN2)C2=C1N(C=N2)C[C@@H](C1)F